5-carboxy-2-[[3-[(2,3-dihydro-1,1-dimethyl-3-ethyl-1H-benzo[e]indol-2-ylidene)methyl]-2-hydroxy-4-oxo-2-cyclobuten-1-ylidene]methyl]-3,3-dimethyl-1-octyl-3H-indolium C(=O)(O)C=1C=C2C(C(=[N+](C2=CC1)CCCCCCCC)C=C1C(=C(C1=O)C=C1N(C=2C=CC3=C(C2C1(C)C)C=CC=C3)CC)O)(C)C